C1(=CC=CC2=CC=CC=C12)S(=O)(=O)O Naphthyl-Sulphonic Acid